ClC=1C=NC(=C(C(=O)N(C)C2COC3=C2C=CC(=C3)F)C1)OC(F)F 5-chloro-2-(difluoromethoxy)-N-(6-fluoro-2,3-dihydrobenzofuran-3-yl)-N-methylnicotinamide